BrC(Br)(Br)Br tetrabromomethane